3-n-butyl-styrene C(CCC)C=1C=C(C=C)C=CC1